tetrakis(phenylethynyl)silane C1(=CC=CC=C1)C#C[Si](C#CC1=CC=CC=C1)(C#CC1=CC=CC=C1)C#CC1=CC=CC=C1